C1(=C(C(=CC=C1)S(=O)(=O)[O-])S(=O)(=O)[O-])C=CC1=CC=CC=C1 stilbenedisulphonate